BrC1=C(C=CC=2N=C(SC21)N)C 7-bromo-6-methylbenzo[d]thiazol-2-amine